tert-butyl N-(3-bromo-4-cyano-phenyl)-N-ethyl-carbamate BrC=1C=C(C=CC1C#N)N(C(OC(C)(C)C)=O)CC